NC1=C2C(=NC=N1)N(N=C2C2=CC=C(C=C2)OC2=CC=CC=C2)C2CCN(CC2)C(=O)N2CCC(CC2)CCCN2CCC(CC2)C=2C=C1CN(C(C1=CC2)=O)C2C(NC(CC2)=O)=O 3-(5-(1-(3-(1-(4-(4-amino-3-(4-phenoxyphenyl)-1H-pyrazolo[3,4-d]pyrimidin-1-yl)piperidine-1-carbonyl)piperidin-4-yl)propyl)piperidin-4-yl)-1-oxoisoindolin-2-yl)piperidine-2,6-dione